(1r,3r)-N-[4-chloro-3-(trifluoromethyl)phenyl]-3-(cyanoamino)cyclobutane-1-carboxamide ClC1=C(C=C(C=C1)NC(=O)C1CC(C1)NC#N)C(F)(F)F